C(#N)C1=C2CC[C@H](C2=CC=C1)NC(OC(C)(C)C)=O |o1:6| (R)- or (S)-tert-butyl 4-cyano-2,3-dihydro-1H-inden-1-ylcarbamate